1-methyl-3-(4-vinylbenzyl)imidazolium chloride [Cl-].CN1C=[N+](C=C1)CC1=CC=C(C=C1)C=C